BrC=1C=CC(=C(C(=O)O)C1)NC(CC(=O)O)=O 5-bromo-2-[(carboxyacetyl)amino]benzoic acid